7-(2-hydroxy-2,3-dihydro-1H-inden-5-yl)imidazo[2,1-f][1,2,4]Triazin OC1CC2=CC=C(C=C2C1)C1=CN=C2C=NC=NN21